(Z)-1-(4-amino-2-fluorobut-2-en-1-yl)-4-[2-fluoro-5-(hydroxymethyl)phenyl]-1H-benzo[d][1,2,3]triazol-6-carbonitrile Hydrochloride Cl.NC\C=C(\CN1N=NC2=C1C=C(C=C2C2=C(C=CC(=C2)CO)F)C#N)/F